C(CC)(=O)OCC(C1=NN(C=C1)COCC[Si](C)(C)C)C 2-methyl-2-(1-((2-(trimethylsilyl)ethoxy)methyl)-1H-pyrazol-3-yl)ethyl propionate